Methyl 4-[1-(2,2-dimethylpropanoyl)-5-(4-fluorophenyl)-6-[1-(methoxymethyl)cyclobutyl]pyrrolo[2,3-f]indazol-7-yl]benzoate CC(C(=O)N1N=CC2=CC3=C(C=C12)C(=C(N3C3=CC=C(C=C3)F)C3(CCC3)COC)C3=CC=C(C(=O)OC)C=C3)(C)C